1-(4-{2-azaspiro[3.4]octan-2-yl}butyl)-2-oxo-1,2-dihydropyridine-3-carboxylic acid C1N(CC12CCCC2)CCCCN2C(C(=CC=C2)C(=O)O)=O